C(C=C)OCCOC=1C=NC=CC1CN [3-(2-allyloxyethoxy)-4-pyridyl]methanamine